C1(=CC=CC=C1)C1=C(C2=C(SC3=C2C=CC=C3)C=C1)C1=NN=NC(=C1C1=C(C=CC=C1)C1=CC=CC=C1)C1=CC=CC=C1 Phenyl[phenyl(biphenylyl)triazinyl]dibenzoThiophene